2-chloro-6-((2-(methylthio)pyrimidin-5-yl)oxy)isonicotinic acid methyl ester COC(C1=CC(=NC(=C1)OC=1C=NC(=NC1)SC)Cl)=O